6-(1H-pyrazol-3-yl)pyridinecarboxamide N1N=C(C=C1)C1=CC=CC(=N1)C(=O)N